CC1(OB(OC1(C)C)C1=C2CCCN(C2=CC=C1)C(=O)OCC1=CC=CC=C1)C benzyl 5-(4,4,5,5-tetramethyl-1,3,2-dioxaborolan-2-yl)-3,4-dihydro-2H-quinoline-1-carboxylate